C(C)C(CO\N=C(/C(=O)OC(C)C1=NC(=CN=C1C)Cl)\C=1N=C(SC1)NC(=O)OCC1=CC=CC=C1)F 1-(6-chloro-3-methylpyrazin-2-yl)ethanol ethyl-(Z)-2-(2-(((benzyloxy)carbonyl)amino)thiazol-4-yl)-2-((2-fluoroethoxy)imino)acetate